BrC1=CC2=C(N=C(O2)C2CCC(CC2)COC(C(F)(F)F)=O)C=C1C(=O)OC Methyl 6-bromo-2-((1r,4r)-4-((2,2,2-trifluoroacetoxy)methyl)cyclohexyl)benzo[d]oxazole-5-carboxylate